NC(C(=O)O)(CCCCB(O)O)C1CCN(CC1)CC1=CC(=CC=C1)OC(F)(F)F 2-amino-6-borono-2-(1-(3-(trifluoromethoxy)benzyl)piperidin-4-yl)hexanoic acid